N-(4-chloro-2-pyridinyl)-2-methyl-thiazol-4-amine ClC1=CC(=NC=C1)NC=1N=C(SC1)C